(Z)-33-butyl-10-(((Z)-oct-5-en-1-yl)oxy)-13,23,32-trioxo-9,14,22,31-tetraoxanonatriacont-3-en-18-yl 1H-imidazole-1-carboxylate N1(C=NC=C1)C(=O)OC(CCCOC(CCC(OCCCC\C=C/CC)OCCCC\C=C/CC)=O)CCCOC(CCCCCCCOC(C(CCCCCC)CCCC)=O)=O